6-methoxy-2-[(6-O-β-D-xylopyranosyl-β-D-glucopyranosyl)oxy]-9H-xanthen-9-one COC=1C=C2OC=3C=CC(=CC3C(C2=CC1)=O)O[C@H]1[C@H](O)[C@@H](O)[C@H](O)[C@H](O1)CO[C@H]1[C@H](O)[C@@H](O)[C@H](O)CO1